3-bromo-6-[(6-bromo-3-morpholinosulfonyl-4-quinolyl)amino]-2-hydroxy-benzoic acid BrC=1C(=C(C(=O)O)C(=CC1)NC1=C(C=NC2=CC=C(C=C12)Br)S(=O)(=O)N1CCOCC1)O